1-(1-acryloylpyrrolidin-3-yl)-5-((cyclopropylmethyl)amino)-3-((3,5-dimethoxyphenyl)ethynyl)-1H-pyrazole-4-carboxamide C(C=C)(=O)N1CC(CC1)N1N=C(C(=C1NCC1CC1)C(=O)N)C#CC1=CC(=CC(=C1)OC)OC